3-{2-[(2s,4s)-4-[(4-methanesulfonylphenoxy)methyl]-2-methylpyrrolidin-1-yl]ethyl}benzonitrile CS(=O)(=O)C1=CC=C(OC[C@H]2C[C@@H](N(C2)CCC=2C=C(C#N)C=CC2)C)C=C1